FC1([C@@H](CN2C(N(C=C21)C2=NOC1=C2C(=CC(=C1)C(F)(F)F)C1=C(C=C(C=C1F)F)F)=O)NS(=O)(=O)CC)F N-{(6R)-7,7-difluoro-3-oxo-2-[6-(trifluoromethyl)-4-(2,4,6-trifluorophenyl)-1,2-benzoxazol-3-yl]-2,5,6,7-tetrahydro-3H-pyrrolo[1,2-c]imidazol-6-yl}ethanesulfonamide